3-[4-(1,1-dimethylethoxy)phenyl]-7-methyl-6-[4-(1-methylethoxy)phenyl]-imidazo[1,2-a]pyridine CC(C)(OC1=CC=C(C=C1)C1=CN=C2N1C=C(C(=C2)C)C2=CC=C(C=C2)OC(C)C)C